N1(CCCC2=CC=CC=C12)CCC(=O)N1[C@H](CCC[C@H]1C)C 3-(3,4-dihydroquinolin-1(2H)-yl)-1-((2s,6r)-2,6-dimethylpiperidin-1-yl)propan-1-one